(1R,2R,3aS,10aR)-2-hydroxy-1-[(1E,3ξ)-3-hydroxy-3-{1-[3-(trifluoromethyl)phenyl]cyclopropyl}-1-propen-1-yl]-2,3,3a,9,10,10a-hexahydro-1H-benzo[b]cyclopenta[f]oxepin-6-carboxylic acid O[C@@H]1C[C@H]2[C@H](CCC3=C(O2)C=C(C=C3)C(=O)O)[C@H]1\C=C\C(C1(CC1)C1=CC(=CC=C1)C(F)(F)F)O